C1(CCCCC1)C(COCC)(COC)CCC(F)(F)F 2-cyclohexyl-2-(3,3,3-trifluoropropyl)-1-ethoxy-3-methoxy-propane